ethyl benzodithioate C(C1=CC=CC=C1)(=S)SCC